CC1C(O1)O[Si](OCC)(OCC)OCC (3-epoxypropoxy)triethoxysilane